(R)-2-(3-(4-fluorophenyl)-1,4,6,7-tetrahydro-5H-pyrazolo[4,3-c]pyridin-5-yl)-4-((1-(hydroxymethyl)cyclobutyl)amino)-6,7-dihydrothieno[3,2-d]pyrimidine 5-oxide FC1=CC=C(C=C1)C1=NNC2=C1CN(CC2)C=2N=C(C1=C(N2)CC[S@]1=O)NC1(CCC1)CO